2-(2-Chlorophenyl)-N-[4-(3-hydroxy-5-methyl-1H-pyrazol-1-yl)-3-sulfamoylphenyl]acetamide ClC1=C(C=CC=C1)CC(=O)NC1=CC(=C(C=C1)N1N=C(C=C1C)O)S(N)(=O)=O